CC1=CC=C(S1)OB(O)O (5-methylthiophen-2-yl)boric acid